6,7-Dichloro-N-ethyl-10-(1H-pyrazol-4-yl)-1,2,3,4-tetrahydropyrazino[1,2-a]indol-9-amine ClC1=C(C=C(C=2C(=C3N(C12)CCNC3)C=3C=NNC3)NCC)Cl